2-(p-tolyl)propanal C1(=CC=C(C=C1)C(C=O)C)C